FC(C=1C(=C(C=CC1)[C@@H](C)NC1=C2C(=C(N=N1)C)C=NC(=C2)C=2C=CC(=C(CN1CCC(CC1)C1=CC=C(C=C1)C1C(NC(CC1)=O)=O)C2)C)F)F 3-(4-(1-(5-(1-(((R)-1-(3-(difluoromethyl)-2-fluorophenyl)ethyl)amino)-4-methyl-pyrido[3,4-d]pyridazin-7-yl)-2-methylbenzyl)piperidin-4-yl)phenyl)piperidine-2,6-dione